FC1=C(C(=O)OC(C)(C)C)C=C(C(=C1)C(F)(F)F)F Tert-Butyl 2,5-difluoro-4-(trifluoromethyl)benzoate